CC(CC)N1N=C(C2=C1N(C([C@H]([C@H]2C2=CC=C(C=C2)F)NC(C2=CC(=CC=C2)C)=O)=O)CC)C N-[(4S,5S)-1-(butan-2-yl)-7-ethyl-4-(4-fluorophenyl)-3-methyl-6-oxo-1H,4H,5H,6H,7H-pyrazolo[3,4-b]pyridin-5-yl]-3-methylbenzamide